8-(3-(9-chlorodibenzo[b,d]thiophen-2-yl)phenyl)-1-phenyldibenzo[b,d]furan ClC1=CC=CC2=C1C1=C(S2)C=CC(=C1)C=1C=C(C=CC1)C=1C=CC2=C(C3=C(O2)C=CC=C3C3=CC=CC=C3)C1